5-((2-((R)-9-(pyridin-2-yl)-6-oxaspiro[4.5]decan-9-yl)ethyl)amino)-3,3a,4,5-tetrahydrocyclopenta[de]isoquinolin-1(2H)-one N1=C(C=CC=C1)[C@@]1(CCOC2(CCCC2)C1)CCNC1CC2CNC(C=3C=CC=C1C23)=O